CC1=C(OC=2C(=CC(N(C2)C)=O)C=2C3=C(CN(C2)C)NC(=C3)C3=CN=C(S3)C(C)C)C(=CC=C1)C 4-(5-(2,6-dimethylphenoxy)-1-methyl-2-oxo-1,2-dihydropyridin-4-yl)-2-(2-isopropylthiazol-5-yl)-6-methyl-1,6-dihydro-7H-pyrrolo[2,3-c]pyridin